1-(1-adamantyl)-3-[1-(1,3-benzodioxol-5-yl)ethyl]urea C12(CC3CC(CC(C1)C3)C2)NC(=O)NC(C)C2=CC3=C(OCO3)C=C2